C1(=C(C=CC=C1)NC(NC1=C(C=CC=C1)C)=N)C ditolyl-guanidine